BrC=1C=CC=2N(C3=CC=CC=C3C2C1)C1=NC(=CC=C1)N1C2=CC=CC=C2C=2C=C(C=CC12)Br 2,6-di(3-bromo-9H-carbazole-9-yl)pyridine